COC=1C(=C2C=CNC2=C(C1)C)CN1C(CC2(CCO2)CC1)C1=CC=C(C(=O)O)C=C1 4-(7-((5-methoxy-7-methyl-1H-indol-4-yl)methyl)-1-oxa-7-azaspiro[3.5]nonan-6-yl)benzoic acid